COC(=O)C=1C=CC2=C(N(C(=N2)CN2CCN(CC2)C2=CC=C3C(=N2)N(C=C3)CC3=C(C=C(C=C3)C#N)F)C[C@H]3OCC3)C1 (S)-2-((4-(1-(4-cyano-2-fluorobenzyl)-1H-pyrrolo[2,3-b]pyridin-6-yl)piperazin-1-yl)methyl)-1-(oxetan-2-ylmethyl)-1H-benzo[d]imidazole-6-carboxylic acid methyl ester